CC=1C=C(C=CC1)C=O (3-methylphenyl)methanone